ClC1=C(C=CC=2C(=C3N(C12)CCN(C3=O)C)C=3C=NN(C3)C3OCCCC3)Cl 6,7-dichloro-2-methyl-10-(1-tetrahydropyran-2-ylpyrazol-4-yl)-3,4-dihydropyrazino[1,2-a]indol-1-one